tert-butyl N-(4-{[(1S)-1-{4-[(4-cyclopropyl-1,5-naphthyridin-3-yl)amino]phenyl}-2,2,2-trifluoroethyl](methyl)carbamoyl}cyclohexyl)carbamate hydrochloride Cl.C1(CC1)C1=C(C=NC2=CC=CN=C12)NC1=CC=C(C=C1)[C@@H](C(F)(F)F)N(C(=O)C1CCC(CC1)NC(OC(C)(C)C)=O)C